N1(CCCC2=NC=CC=C12)C1=CN=C2C(=N1)NC(=N2)N2CCC1(CCC[C@H]1N)CC2 (R)-8-(6-(3,4-dihydro-1,5-naphthyridin-1(2H)-yl)-1H-imidazo[4,5-b]pyrazin-2-yl)-8-azaspiro[4.5]decan-1-amine